D-galactosamine OC1[C@H](N)[C@@H](O)[C@@H](O)[C@H](O1)CO